OB(C1=C(C=C(C2=CC=CC=C12)S(=O)(=O)NC(=O)C=1C=C(C(=O)O)C=CN1)C=O)O 2-(((4-dihydroxyboryl-3-formylnaphthalen-1-yl)sulfonyl)carbamoyl)isonicotinic acid